Chloronitramide ClN[N+](=O)[O-]